N1(CCCCC1)C(=O)C1CC(NCC(NCC(NCC(NCC(NCC(NCC(NCC(NCC(NC2(CCCC2)C(NCC(N1)=O)=O)=O)=O)=O)=O)=O)=O)=O)=O)=O 33-(piperidine-1-carbonyl)-6,9,12,15,18,21,24,27,30,34,37-undecazaspiro[4.33]octatriacontane-7,10,13,16,19,22,25,28,31,35,38-undecone